FC(C(=O)O[B-](OC(C(F)(F)F)=O)(OC(C(F)(F)F)=O)OC(C(F)(F)F)=O)(F)F.[Cs+] cesium tetrakis(2,2,2-trifluoroacetoxy)borate